N-((1,2,3,5,6,7-hexahydro-s-indacen-4-yl)carbamoyl)-2,3-dihydrobenzo[b]thiophene-6-sulfonamide 1,1-dioxide C1CCC2=C(C=3CCCC3C=C12)NC(=O)NS(=O)(=O)C=1C=CC2=C(S(CC2)(=O)=O)C1